O=C1NC(CCC1N1C(C2=CC(=C(C=C2C1)C1CCN(CC1)CCNC(OC(C)(C)C)=O)F)=O)=O Tert-butyl (2-(4-(2-(2,6-dioxopiperidin-3-yl)-6-fluoro-1-oxoisoindolin-5-yl)-piperidin-1-yl)ethyl)carbamate